N-(4-methyl-3-(4-methyloxazol-2-yl)phenyl)-7-(trifluoromethyl)-1,4-oxazepane-4-carboxamide CC1=C(C=C(C=C1)NC(=O)N1CCOC(CC1)C(F)(F)F)C=1OC=C(N1)C